C1(CCCCC1)CCN1CC(OCC1)C=1NC(N(N1)C1=CC=C(C=C1)OC)=O 5-(4-(2-cyclohexylethyl)morpholin-2-yl)-2-(4-methoxyphenyl)-2,4-dihydro-3H-1,2,4-triazol-3-one